(4-hydroxyphenyl)-dimethylsulfonium hexafluorophosphate F[P-](F)(F)(F)(F)F.OC1=CC=C(C=C1)[S+](C)C